Tert-butyl 6-(6-(5-((2,6-difluorophenyl) sulfonylamino)-6-methoxypyridin-3-yl) quinazolin-4-yl)-2,6-diazaspiro[3.4]octane-2-carboxylate FC1=C(C(=CC=C1)F)S(=O)(=O)NC=1C=C(C=NC1OC)C=1C=C2C(=NC=NC2=CC1)N1CC2(CN(C2)C(=O)OC(C)(C)C)CC1